(2R,5S)-N-(7-chloro-6-(1-(4-hydroxy-3-methyltetrahydrofuran-3-yl)piperidin-4-yl)isoquinolin-3-yl)-5-isopropoxytetrahydro-2H-pyran-2-carboxamide ClC1=C(C=C2C=C(N=CC2=C1)NC(=O)[C@@H]1OC[C@H](CC1)OC(C)C)C1CCN(CC1)C1(COCC1O)C